C(C)(=O)OCC=CCOC(C)=O 1,4-diacetoxy-2-butene